FC=1C(=C2C=NN(C2=CC1)C)C1CCC(CC1)C1=CC=2C(=NC(=CN2)C)N(C1=O)CC1=NC=CC=C1C(F)(F)F 7-((1r,4r)-4-(5-fluoro-1-methyl-1H-indazol-4-yl)cyclohexyl)-3-methyl-5-((3-(trifluoromethyl)pyridin-2-yl)methyl)pyrido[2,3-b]pyrazin-6(5H)-one